CC1=C(C(=O)NC2(CC2)C2=C3C=CC=NC3=CC(=C2)C(=C)C)C=C(C=C1)OC[C@H]1N(CC1)C (S)-2-Methyl-5-((1-methylazetidin-2-yl)methoxy)-N-(1-(7-(prop-1-en-2-yl)quinolin-5-yl)cyclopropyl)benzamide